hydroxyoctanoic acid C(CCCC(=O)O)CCCO